[4-(1-Methyl-1H-pyrazol-3-yl)phenyl]{6-[methyl(7H-pyrrolo[2,3-d]pyrimidin-4-yl)amino]-2-azaspiro[3.3]hept-2-yl}methanon CN1N=C(C=C1)C1=CC=C(C=C1)C(=O)N1CC2(C1)CC(C2)N(C=2C1=C(N=CN2)NC=C1)C